((6aR,9R)-7-benzyl-4,6,6a,7,8,9-hexahydroindolo[4,3-fg]quinolin-9-yl)(pyrrolidin-1-yl)methanone C(C1=CC=CC=C1)N1C[C@@H](C=C2C3=C4C(C[C@@H]12)=CNC4=CC=C3)C(=O)N3CCCC3